COC1=NC=C(C=C1)C=1C=C2C(=NC=NC2=CC1)N1C(CNCC1)C 2-methoxy-5-(4-(2-methylpiperazin-1-yl)quinazolin-6-yl)pyridine